Cl.CN1CCN(CC1)CCOC1=C(C=C(C=C1)C)CC=1SC=CC1 1-Methyl-4-(2-(4-methyl-2-(thiophen-2-ylmethyl)phenoxy)ethyl)piperazine hydrochloride